Benzyl (3S,5S)-5-((4-(2-(4-(benzylsulfonylamino)-2,3,5-trifluoro-phenoxy)-3-pyridyl)pyrimidin-2-yl)amino)-3-fluoro-3-methyl-piperidine-1-carboxylate C(C1=CC=CC=C1)S(=O)(=O)NC1=C(C(=C(OC2=NC=CC=C2C2=NC(=NC=C2)N[C@H]2C[C@](CN(C2)C(=O)OCC2=CC=CC=C2)(C)F)C=C1F)F)F